6-(3-(5-(6-(cyclobutylmethyl)-2,6-diazaspiro[3.3]hept-2-yl)pyridin-2-yl)-4-isopropyl-1H-pyrazol-5-yl)-8-methoxy-[1,2,4]triazolo[1,5-a]pyridine C1(CCC1)CN1CC2(CN(C2)C=2C=CC(=NC2)C2=NNC(=C2C(C)C)C=2C=C(C=3N(C2)N=CN3)OC)C1